O=C1NC(CCC1N1C(C2=CC=C(C=C2C1)CC(C(=O)N)CC(C(N1CCC(CC1)N1N=CC(=C1)C1=NC2=CC=CC=C2N=C1)=O)(F)F)=O)=O ((2-(2,6-Dioxopiperidin-3-yl)-1-oxoisoindolin-5-yl)methyl)-4,4-difluoro-5-oxo-5-(4-(4-(quinoxalin-2-yl)-1H-pyrazol-1-yl)piperidin-1-yl)pentanamide